N1=C(C=CC=C1)N1N=C(N=C1)C=O [1-(2-pyridinyl)-1,2,4-triazol-3-yl]methanone